ClC1=CC=C(N=N1)OC1=C(C=CC=C1C)C1CC1 6-chloro-3-(2-cyclopropyl-6-methyl-phenoxy)-pyridazine